ClC1=CC=C(C=C1)C1CN(C1)C=1N=C(C2=C(N1)CC[S@]2=O)NC2=CC=C1C=CC(NC1=C2)=O (R)-7-((2-(3-(4-chlorophenyl)azetidin-1-yl)-5-oxido-6,7-dihydrothieno[3,2-d]pyrimidin-4-yl)amino)quinolin-2(1H)-one